tert-butyl 3-(4,5,6,7-tetrahydropyrazolo[1,5-a]pyrazin-2-yl)propanoate N1=C(C=C2N1CCNC2)CCC(=O)OC(C)(C)C